(2S,4R)-N-((S)-1-(3-chloro-4-(4-methylthiazol-5-yl)phenyl)ethyl)-1-((S)-3,3-dimethyl-2-(2-(piperidin-4-ylmethoxy)acetamido)butanoyl)-4-hydroxypyrrolidine-2-carboxamide formate C(=O)O.ClC=1C=C(C=CC1C1=C(N=CS1)C)[C@H](C)NC(=O)[C@H]1N(C[C@@H](C1)O)C([C@H](C(C)(C)C)NC(COCC1CCNCC1)=O)=O